2-[(1RS)-1-(2-fluorophenyl)ethyl]-8-methyl-4,5-dihydro-2H-furo[2,3-g]indazole-7-carboxylic acid FC1=C(C=CC=C1)[C@@H](C)N1N=C2C3=C(CCC2=C1)OC(=C3C)C(=O)O |r|